Benzyl (3-(3-hydroxypropoxy)propyl)carbamate OCCCOCCCNC(OCC1=CC=CC=C1)=O